5-ethoxy-1-ethylhydantoin C(C)OC1C(NC(N1CC)=O)=O